CC1=NOC(=C1CSC1=NC=CC=C1C(=O)NCCNC1=NC=CC=C1C(F)(F)F)C 2-[[(3,5-dimethyl-4-isoxazolyl)methyl]thio]-N-[2-[[3-(trifluoromethyl)-2-pyridinyl]amino]ethyl]-3-pyridinecarboxamide